C1(=CC=CC=C1)N(C(C(F)(F)F)=O)S(=O)(=O)C N-phenyl-N-methanesulfonyl-trifluoroacetamide